C1(CC1)C1=C(C(=NO1)C1=NN(C2=NC=NC(=C21)N)C(C)C)C2=NC=C(C(=N2)C)N2CCNCC2 3-[5-cyclopropyl-4-(4-methyl-5-piperazin-1-yl-pyrimidin-2-yl)isoxazol-3-yl]-1-isopropyl-pyrazolo[3,4-d]pyrimidin-4-amine